CN(C(OC(C)(C)C)=O)C=1C=C2C(=NC1)NC(=N2)C2=NN(C=1C[C@@]3([C@H](CC21)C3)C)COCC[Si](C)(C)C tert-Butyl methyl(2-((4aS,5aR)-5a-methyl-1-((2-(trimethylsilyl)ethoxy)methyl)-1,4,4a,5,5a,6-hexahydrocyclopropa[f]indazol-3-yl)-3H-imidazo[4,5-b]pyridin-6-yl)carbamate